CCCCCC#CCCCCC dodec-6-yne